[S+2].[Li+].[Se-2].[Zn+2] zinc selenide lithium sulfur